ClC1=C(C=CC=C1C1=C(C(=NC=C1)C1=CC(=C(C=C1)CNC[C@H]1NC(CC1)=O)OC)C)C1=CC=C(C(=N1)OC)CNC[C@H]1CCC(N1)=O (R)-5-((((6-(2-chloro-3-(2-(3-methoxy-4-(((((S)-5-oxopyrrolidin-2-yl)methyl)amino)methyl)phenyl)-3-methylpyridin-4-yl)phenyl)-2-methoxypyridin-3-yl)methyl)amino)methyl)pyrrolidin-2-one